OC(C)(C)C1=NC=CC(=C1)CN[C@H]1CS(C=C1)(=O)=O (R)-3-(((2-(2-hydroxypropan-2-yl)pyridin-4-yl)methyl)amino)-2,3-dihydrothiophene 1,1-dioxide